2-Bromo-1-(7-bromo-3-methyl-2,3-dihydrobenzofuran-3-yl)ethan-1-one BrCC(=O)C1(COC2=C1C=CC=C2Br)C